3-[(1Z)-2-(5-Aminopyrazin-2-yl)-2-fluorovinyl]-4-(difluoromethoxy)-N-[(1S,2S,4S)-2-hydroxy-4-(trifluoromethoxy)cyclopentyl]benzamide NC=1N=CC(=NC1)/C(=C/C=1C=C(C(=O)N[C@@H]2[C@H](C[C@H](C2)OC(F)(F)F)O)C=CC1OC(F)F)/F